(((1-methylcyclobutyl)amino)methyl)-4-(trifluoromethyl)isoindolin-1-one CC1(CCC1)NCN1C(C2=CC=CC(=C2C1)C(F)(F)F)=O